4-chloro-3-(indolin-1-ylsulfonyl)-N-(m-tolyl)benzamide ClC1=C(C=C(C(=O)NC=2C=C(C=CC2)C)C=C1)S(=O)(=O)N1CCC2=CC=CC=C12